2-(6-(methoxycarbonyl)pyridin-3-yl)-4-methylpiperazin COC(=O)C1=CC=C(C=N1)C1NCCN(C1)C